N(=[N+]=[N-])CC=1C=C2CN(CC2=CC1)C(=O)OC(C)(C)C Tert-Butyl 5-(azidomethyl)isoindoline-2-carboxylate